ribose 5-triphosphate P(O)(=O)(OP(=O)(O)OP(=O)(O)O)OC[C@H]([C@H]([C@H](C=O)O)O)O